methyl 6-(1-ethoxy cyclopropyl)quinoline-4-carboxylate C(C)OC1(CC1)C=1C=C2C(=CC=NC2=CC1)C(=O)OC